4,4-dimethylpyrrolidine-1,2-dicarboxylic acid di-tert-butyl ester C(C)(C)(C)OC(=O)N1C(CC(C1)(C)C)C(=O)OC(C)(C)C